di-methoxypropyl-(3-vinylphenyl)silane COC(CC[SiH2]C1=CC(=CC=C1)C=C)OC